S1C(=CC=C1)C(CC)N 1-thiophen-2-ylpropane-1-amine